7-methyl-1-((3-(trifluoromethyl)pyridin-2-yl)methyl)-3-((1r,4r)-4-(4-(trifluoromethyl)pyridin-3-yl)cyclohexyl)-1,8-naphthyridin-2(1H)-one CC1=CC=C2C=C(C(N(C2=N1)CC1=NC=CC=C1C(F)(F)F)=O)C1CCC(CC1)C=1C=NC=CC1C(F)(F)F